C(C)(C)(C)OC(=O)N1CCC(CC1)CC(NC[C@@H]1COC2=C(O1)C=C(C=C2)OCC2=CC=CC=C2)=O 4-{[((R)-7-Benzyloxy-2,3-dihydro-benzo[1,4]dioxin-2-ylmethyl)-carbamoyl]-methyl}-piperidine-1-carboxylic acid tert-butyl ester